NC=1C=C(N=NC1)[C@@H]1N(CCCC1)C(=O)OC(C)(C)C tert-butyl (R)-2-(5-aminopyridazin-3-yl)piperidine-1-carboxylate